O1CCC(=CC1)C=1C=2N(C(=NC1)NCC1=C(C=CC3=C1CCO3)F)C=NC2 8-(3,6-dihydro-2H-pyran-4-yl)-N-((5-fluoro-2,3-dihydrobenzofuran-4-yl)methyl)imidazo[1,5-c]pyrimidin-5-amine